Tert-butyl N-[rac-(3R)-1-[4-[4-[4-[(4-aminocyclohexyl)-difluoro-methyl]-6-chloro-2-pyridyl]piperazin-1-yl]sulfonylphenyl]-5-oxo-pyrrolidin-3-yl]carbamate NC1CCC(CC1)C(C1=CC(=NC(=C1)Cl)N1CCN(CC1)S(=O)(=O)C1=CC=C(C=C1)N1C[C@@H](CC1=O)NC(OC(C)(C)C)=O)(F)F |r|